(7-(3-(tert-Butyl)-4-methoxyphenyl)-2-azaspiro[3.5]nonan-2-yl)((1s,3s)-3-hydroxy-3-methylcyclobutyl)methanone C(C)(C)(C)C=1C=C(C=CC1OC)C1CCC2(CN(C2)C(=O)C2CC(C2)(C)O)CC1